C(C)OC(=O)C=1C(C=2N=CN=C(C2N(C1)CC1=CC=C(C=C1)OC)C1=CC(=CC(=C1)Cl)Cl)=O 4-(3,5-dichlorophenyl)-5-[(4-methoxyphenyl)methyl]-8-oxo-pyrido[3,2-d]Pyrimidine-7-carboxylic acid ethyl ester